Cl.ClC=1C=CC(=C2C=CN=CC12)NC(C1=CC(=C(C=C1)N1CCN(CC1)C1CCC1)F)=O N-(8-chloroisoquinolin-5-yl)-4-(4-cyclobutylpiperazin-1-yl)-3-fluorobenzamide hydrochloride